C1(CC1)C1=NN(C(=C1C(F)F)C(=O)NC1=CC(=NC=C1)S(=O)(=O)C)CC1CCOCC1 3-cyclopropyl-4-(difluoromethyl)-N-(2-(methylsulfonyl)pyridin-4-yl)-1-((tetrahydro-2H-pyran-4-yl)methyl)-1H-pyrazole-5-carboxamide